COC1=C(C(C2=CC=CC=C2C1=O)=O)\C=C(\C(=O)N(CC)CC)/CCC (2E)-2-[(3-methoxy-1,4-dioxo-1,4-dihydronaphthalen-2-yl)methylidene]-N,N-diethylpentanamide